C(C)(=O)[O-].[Cu+2].C(C)(=O)[O-] Copper acetate